7-(3-{[5-(methoxymethyl)-1-methyl-1H-pyrazol-3-yl]carbamoyl}azetidin-1-yl)-5-methyl-4-oxo-1-(1,2,4-thiadiazol-5-yl)-1,4-dihydro-1,8-naphthyridine-3-carboxylic acid COCC1=CC(=NN1C)NC(=O)C1CN(C1)C1=CC(=C2C(C(=CN(C2=N1)C1=NC=NS1)C(=O)O)=O)C